tert-Butyl 4-(2-chloroethyl)tetrahydro-1(2H)-pyrazinecarboxylate ClCCN1CCN(CC1)C(=O)OC(C)(C)C